2-(2-chlorophenyl)-2,2-difluoroacetamide ClC1=C(C=CC=C1)C(C(=O)N)(F)F